S1COC=2C=NC=C(C21)CNC2CCNCC2 4-(((2,3-dihydro-[1,4]oxathiolo[2,3-c]pyridin-7-yl)methyl)amino)piperidin